methyl (1R/S,2R/S,3S,3aR,8bS)-1,6,8b-trihydroxy-8-methoxy-3a-(4-methoxyphenyl)-3-phenyl-2,3,3a,8b-tetrahydro-1H-cyclopenta[b]benzofuran-2-carboxylate O[C@@H]1[C@@H]([C@H]([C@@]2(OC3=C([C@@]21O)C(=CC(=C3)O)OC)C3=CC=C(C=C3)OC)C3=CC=CC=C3)C(=O)OC |&1:1,2|